7-chloro-2-((2R,4S)-2-(2,5-difluorophenyl)-4-fluoropyrrolidin-1-yl)-8-(1-(1-methylazetidin-3-yl)-1H-pyrazol-4-yl)-1,5-naphthyridine ClC1=CN=C2C=CC(=NC2=C1C=1C=NN(C1)C1CN(C1)C)N1[C@H](C[C@@H](C1)F)C1=C(C=CC(=C1)F)F